FC1=CC=C(C=C1)C(C(=O)C1C(C2=CC=C(C=C2C1=O)S(=O)(=O)C=1C=C2C(C(C(C2=CC1)=O)C(C(C)C1=CC=C(C=C1)F)=O)=O)=O)C 2-[2-(4-fluorophenyl)propanoyl]-5-({2-[2-(4-fluorophenyl)propanoyl]-1,3-dioxo-2,3-dihydro-1H-inden-5-yl}sulfonyl)-2,3-dihydro-1H-indene-1,3-dione